CN1C=C(C2=NC=CC=C21)C(=O)O 1-methyl-1H-pyrrolo[3,2-b]pyridine-3-carboxylic acid